N=1C=CN2N=C(C=CC21)C2=CNC=1N=C(N=CC12)NC1CCC2(CN(C2)C(C)=O)CC1 1-(7-((5-(imidazo[1,2-b]pyridazin-6-yl)-7H-pyrrolo[2,3-d]pyrimidin-2-yl)amino)-2-azaspiro[3.5]nonan-2-yl)ethan-1-one